3-(((S)-4-(3,4-dichlorophenyl)3-butyn-2-yl)carbamoyl)pyrrolidine-1-carboxylic acid tert-butyl ester hydrochloride Cl.C(C)(C)(C)OC(=O)N1CC(CC1)C(N[C@@H](C)C#CC1=CC(=C(C=C1)Cl)Cl)=O